tert-butyl 5-(6-chloro-7-fluoro-1-methyl-pyrazolo[4,3-c]pyridin-3-yl)-6-oxo-2-azabicyclo[2.2.2]octane-2-carboxylate ClC1=C(C2=C(C=N1)C(=NN2C)C2C1CN(C(C2=O)CC1)C(=O)OC(C)(C)C)F